N-((5-(3-fluorophenyl)-1-((4-methoxyphenyl)sulfonyl)-1H-pyrrol-3-yl)methyl)methan-d3-amine FC=1C=C(C=CC1)C1=CC(=CN1S(=O)(=O)C1=CC=C(C=C1)OC)CNC([2H])([2H])[2H]